C(C1=CC=CC=C1)OC1CC(C1)(CCCO)NS(=O)C(C)(C)C N-(3-(benzyloxy)-1-(3-hydroxypropyl)cyclobutyl)-2-methylpropane-2-sulfinamide